O=C1NC(CCC1N1C(C2=CC=CC(=C2C1=O)NCCOCCNC(OC1=CC=C(C=C1)[N+](=O)[O-])=O)=O)=O 4-Nitrophenyl (2-(2-((2-(2,6-dioxopiperidin-3-yl)-1,3-dioxoisoindolin-4-yl)amino)ethoxy)ethyl)carbamate